4,6-dichloro-2',3',4',6'-tetrafluoro-[1,1'-biphenyl]-3-sulfonyl chloride ClC1=C(C=C(C(=C1)Cl)C1=C(C(=C(C=C1F)F)F)F)S(=O)(=O)Cl